C(C)OC(=O)C1=CC2=C(N(C(=N2)N)CC2(COC2)O)C=C1 2-amino-1-((3-hydroxyoxetan-3-yl)methyl)-1H-benzo[d]imidazole-5-carboxylic acid ethyl ester